1-[2-(2-oxo-2,3-dihydro-1H-1,3-benzodiazol-1-yl)acetyl]pyrrolidine-2-carboxamide O=C1NC2=C(N1CC(=O)N1C(CCC1)C(=O)N)C=CC=C2